S1SC(CC1)CCCCC(=O)NCCNC(C1=CN=CC=C1)=O N-(2-(5-(1,2-dithiolane-3-yl)pentanamido)ethyl)nicotinamide